BrC=1C=NN2C1C=C(C=C2)C(=O)N(C)C2=CC(=NC=C2)OC 3-bromo-N-(2-methoxy-4-pyridyl)-N-methyl-pyrazolo[1,5-a]pyridine-5-carboxamide